COC1=CC=C2C(=CC=NC2=C1)OCC(=O)O ((7-methoxyquinolin-4-yl)oxy)acetic acid